N-(2,4-dimethoxybenzyl)-2,5-difluoro-N-(1,2,4-thiadiazol-5-yl)benzenesulfonamide ethyl-2-(4-(((tert-butyldimethylsilyl)oxy)methyl)-5-chloro-2,3-difluorophenoxy)acetate C(C)OC(COC1=C(C(=C(C(=C1)Cl)CO[Si](C)(C)C(C)(C)C)F)F)=O.COC1=C(CN(S(=O)(=O)C2=C(C=CC(=C2)F)F)C2=NC=NS2)C=CC(=C1)OC